[B]=[B].[Al] Aluminium diboride